C(C)(C)C1=CC(C(CC1)C)SCCC#N 3-((3-isopropyl-6-methylcyclohex-2-en-1-yl)thio)propanenitrile